ClC1=CC(=C(COC2=NC(=NC=C2F)C2=CCC(CC2)CC2=NC=3C(=NC(=CC3)C(=O)OCC)N2C[C@H]2OCC2)C=C1)F ethyl 2-((4-(4-((4-chloro-2-fluorobenzyl) oxy)-5-fluoropyrimidin-2-yl) cyclohex-3-en-1-yl) methyl)-3-(((S)-oxetan-2-yl) methyl)-3H-imidazo[4,5-b]pyridine-5-carboxylate